2-[3-chloro-4-(trifluoromethoxy)phenyl]-N-[(2S)-2-hydroxy-2-(3-pyridyl)ethyl]-N-propyl-acetamide ClC=1C=C(C=CC1OC(F)(F)F)CC(=O)N(CCC)C[C@H](C=1C=NC=CC1)O